BrC=1C=C(OC=2C=C(C=CC2)C2=NC3=C(NC(C2)=O)C=C(C(=C3)C)C(F)(F)F)C=CC1 4-(3-(3-Bromophenoxy)phenyl)-7-methyl-8-(trifluoromethyl)-1H-benzo[b][1,4]diazepin-2(3H)-one